1-((dimethyl-L-valyl)oxy)ethyl 2-((2-ethoxyphenoxy)methyl)morpholine-4-carboxylate C(C)OC1=C(OCC2CN(CCO2)C(=O)OC(C)OC([C@@H](N(C)C)C(C)C)=O)C=CC=C1